ClC=1C=C2C(=CC1)NC(C21CCN(CC1)CCOC=1C=NC=2N(C(CCC2C1)=O)[C@@H]1C[C@@H](C1)CO)=O 5-chloro-1'-[2-({7-oxo-8-[(cis)-3-(hydroxymethyl)cyclobutyl]-5,6,7,8-tetrahydro-1,8-naphthyridin-3-yl}oxy)ethyl]-1,2-dihydrospiro[indole-3,4'-piperidin]-2-one